1,2,2-triaminovinylammonium iodide [I-].NC(=C(N)N)[NH3+]